C(C)C(C(=O)O)=CC=CCCCCC.C(C=CC=CCCCCC)(=O)OCC ethyl decdienoate (ETHYL DECADIENOATE)